ClC=1C=CC=C2C(N=C(NC12)C=1OC=C(N1)C1=C(C(=O)O)C=CC=C1)(C)C (2-(8-chloro-4,4-dimethyl-1,4-dihydroquinazolin-2-yl)-oxazol-4-yl)benzoic acid